ethyl 4-((2S,5R)-4-(tert-butoxycarbonyl)-2,5-diethylpiperazin-1-yl)-2-oxo-1,2-dihydropyrazolo[1,5-a][1,3,5]triazine-7-carboxylate C(C)(C)(C)OC(=O)N1C[C@@H](N(C[C@H]1CC)C1=NC(NC=2N1N=C(C2)C(=O)OCC)=O)CC